N-[4-cyano-3-(trifluoromethyl)phenyl]meth-oxyacrylamide C(#N)C1=C(C=C(C=C1)CONC(C=C)=O)C(F)(F)F